8-{[(2S)-1-[(2S,4R)-4-hydroxy-2-{[(1S)-1-[4-(4-methyl-1,3-thiazol-5-yl)phenyl]ethyl]carbamoyl}pyrrolidin-1-yl]-3,3-dimethyl-1-oxobutan-2-yl]carbamoyl}octanoic acid O[C@@H]1C[C@H](N(C1)C([C@H](C(C)(C)C)NC(=O)CCCCCCCC(=O)O)=O)C(N[C@@H](C)C1=CC=C(C=C1)C1=C(N=CS1)C)=O